(2S)-2-[9H-fluoren-9-yl-methoxycarbonyl(methyl)amino]-3-phenyl-propanoic acid C1=CC=CC=2C3=CC=CC=C3C(C12)COC(=O)N([C@H](C(=O)O)CC1=CC=CC=C1)C